Tert-butyl (3R)-3-[[3-[4-(cyclopropylcarbamoyl)-3-(difluoromethoxy)-5-methoxy-phenyl]imidazo[1,2-a]pyridin-7-yl]oxymethyl]pyrrolidine-1-carboxylate C1(CC1)NC(=O)C1=C(C=C(C=C1OC)C1=CN=C2N1C=CC(=C2)OC[C@H]2CN(CC2)C(=O)OC(C)(C)C)OC(F)F